CS(=O)(=O)C1=C(C=CC(=C1)C(F)(F)F)C=O [2-(methylsulfonyl)-4-(trifluoromethyl)phenyl]methanone